NC1=C2N=C(N(C2=NC(=N1)C=1OC=CC1)[C@@H]1OC[C@H]([C@H]1O)O)C#CCCCC (2R,3R,4R)-2-(6-Amino-2-(furan-2-yl)-8-(hex-1-yn-1-yl)-9H-purin-9-yl)tetrahydrofuran-3,4-diol